3-(4-aminophenylethyl)-2-(1-(4-bromophenyl)-3-(4-fluorophenyl)-1H-pyrazol-4-yl)-5-methyloxazolidin-4-one NC1=CC=C(C=C1)CCN1C(OC(C1=O)C)C=1C(=NN(C1)C1=CC=C(C=C1)Br)C1=CC=C(C=C1)F